N-{[2-({5-azaspiro[2.4]heptan-5-yl}methyl)-1H-indol-6-yl]methyl}-4-oxo-4H-pyrido[1,2-a]pyrimidine-2-carboxamide C1CC12CN(CC2)CC=2NC1=CC(=CC=C1C2)CNC(=O)C=2N=C1N(C(C2)=O)C=CC=C1